1-(3,4-dihydroxy-5-(hydroxymethyl)tetrahydrofuran-2-yl)-4-(hydroxyamino)pyrimidin-2(1H)-one OC1C(OC(C1O)CO)N1C(N=C(C=C1)NO)=O